trans-o-(propyl-cyclohexyl)-2,3-difluorophenylboronic acid C(CC)C1(CCCCC1)[C@@]1([C@@H](C=CC=C1F)B(O)O)F